(1S,3R,4S)-N-((S)-(3-chloro-2,6-difluorophenyl)(4-fluoro-bicyclo[2.2.1]hept-1-yl)methyl)-3-(ethylsulfanyl)-4-hydroxycyclopentane-1-carboxamide ClC=1C(=C(C(=CC1)F)[C@@H](NC(=O)[C@@H]1C[C@H]([C@H](C1)O)SCC)C12CCC(CC1)(C2)F)F